O=C1OC(=CN1C1=NC2=C(OCC(N2)=O)N=C1)CCNC(OC(C)(C)C)=O tert-butyl N-[2-[2-oxo-3-(3-oxo-4H-pyrazino[2,3-b][1,4]oxazin-6-yl)-1,3-oxazol-5-yl]ethyl]carbamate